OCCOCCOCCOCCOCC(=O)OC(C)(C)C tert-butyl 2-[2-[2-[2-(2-hydroxyethoxy)-ethoxy]ethoxy]ethoxy]acetate